2-(pyrazolo[1,5-a]pyridin-6-yl)-1-((2-(trimethylsilyl)ethoxy)methyl)-1H-benzo[d]imidazole N1=CC=C2N1C=C(C=C2)C2=NC1=C(N2COCC[Si](C)(C)C)C=CC=C1